SC[C@@H](CO)O |r| rac-3-sulfanylpropane-1,2-diol